glyceryl mono(2-ethylhexanoate) C(C)C(C(=O)OCC(O)CO)CCCC